FC(/C=C/C(=O)NC1=C(C(=CC=C1)OC=1C=2N(C=C(N1)C=1C=NN(C1)C1COCC1)N=CC2)F)(F)F (E)-4,4,4-trifluoro-N-(2-fluoro-3-((6-(1-(tetrahydrofuran-3-yl)-1H-pyrazol-4-yl)pyrazolo[1,5-a]pyrazin-4-yl)oxy)phenyl)but-2-enamide